BrC1=C(C=C2C(=NC=NC2=C1F)OC(=O)N1CCNCC1)Cl 7-bromo-6-chloro-8-fluoroquinazolin-4-ylpiperazine-1-carboxylate